tert-butyl N-tert-butoxycarbonyl-N-[2-[2-[2-[2-[2-[2-[2-[2-[2-(methylamino)ethoxy]ethoxy] ethoxy]ethoxy]ethoxy]ethoxy]ethoxy]ethoxy]ethyl]carbamate C(C)(C)(C)OC(=O)N(C(OC(C)(C)C)=O)CCOCCOCCOCCOCCOCCOCCOCCOCCNC